tert-butyl 2-(2-{[(tert-butoxy) carbonyl] ({[5-(ethoxycarbonyl)-1-methyl-1H-pyrazol-3-yl] methyl}) amino} ethyl)-1H-1,3-benzodiazole-1-carboxylate C(C)(C)(C)OC(=O)N(CCC1=NC2=C(N1C(=O)OC(C)(C)C)C=CC=C2)CC2=NN(C(=C2)C(=O)OCC)C